CS(=O)(=O)C=1SC=C2C1CCCC2O methanesulfonyl-4,5,6,7-tetrahydro-2-benzothiophen-4-ol